benzyl N-[[(2-benzoylphenyl)carbamoyl](1H-1,2,3-benzotriazol-1-yl)methyl]carbamate C(C1=CC=CC=C1)(=O)C1=C(C=CC=C1)NC(=O)C(NC(OCC1=CC=CC=C1)=O)N1N=NC2=C1C=CC=C2